C(CCCCCCCCCCCCCCCC)N(C(CO)CC)CCO N-heptadecylethyldiethanolamine